4-(6-(6-((5-Fluoro-6-methoxypyridin-3-yl)methyl)-3,6-diazabicyclo[3.1.1]hept-3-yl)pyridin-3-yl)-6-((R)-2-hydroxypropoxy)pyrazolo[1,5-a]pyridine-3-carbonitrile FC=1C=C(C=NC1OC)CN1C2CN(CC1C2)C2=CC=C(C=N2)C=2C=1N(C=C(C2)OC[C@@H](C)O)N=CC1C#N